(5-fluoro-2-(2H-1,2,3-triazol-2-yl)phenyl)((1S,4R,6R)-6-((5-(trifluoromethyl)pyrazin-2-yl)oxy)-2-azabicyclo[2.2.1]heptan-2-yl)methanone FC=1C=CC(=C(C1)C(=O)N1[C@@H]2[C@@H](C[C@H](C1)C2)OC2=NC=C(N=C2)C(F)(F)F)N2N=CC=N2